(2R,3R,4S,5R)-2-(4-amino-5-iodopyrrolo[2,3-d]pyrimidin-7-yl)-5-(hydroxymethyl)oxolane-3,4-diol NC=1C2=C(N=CN1)N(C=C2I)[C@@H]2O[C@@H]([C@H]([C@H]2O)O)CO